2-benzylthio-4,6-bis(trichloromethyl)-sym-triazine C(C1=CC=CC=C1)SC1=NC(=NC(=N1)C(Cl)(Cl)Cl)C(Cl)(Cl)Cl